2-[cis-3-(5-amino-9-fluoro-7-methoxy[1,2,4]triazolo[1,5-c]quinazolin-2-yl)cyclobutyl-phenyl]propan-2-ol NC1=NC=2C(=CC(=CC2C=2N1N=C(N2)[C@H]2C[C@H](C2)C2=C(C=CC=C2)C(C)(C)O)F)OC